2-((9S)-8-chloro-7-fluoro-10a-phenyl-1,2,3,4,10,10a-hexahydropyrazino[1,2-a]indol-9-yl)-3-fluoro-4-(2-hydroxyethoxy)-N-(2-hydroxyethyl)benzamide hydrochloride Cl.ClC1=C(C=2CC3(N(C2C=C1F)CCNC3)C3=CC=CC=C3)C3=C(C(=O)NCCO)C=CC(=C3F)OCCO